CC1=C(SC=2N=NC(=CC21)C2=C(C=CC=C2)O)C2CCNCC2 2-[5-methyl-6-(piperidin-4-yl)thieno[2,3-c]pyridazin-3-yl]phenol